[Cl-].[Cl-].C1(=CC=CC=C1)C(C1=CC=CC=C1)=[Zr+2](C1(C(C(C(C2(C3C(=C4C=5C=CC=CC5CC4=C21)C=CCC3)C)(C)C)(C)C)(C)C)C)C3C=C(C=C3C)C diphenylmethylene(3,5-dimethyl-cyclopentadienyl)(octamethyloctahydrodibenzofluorenyl)zirconium dichloride